(R or S)-5-(3-(difluoromethoxy)-6-(2-hydroxy-6-methyl-4-(trifluoromethyl)phenyl)-2H-pyrazolo[3,4-b]pyridin-2-yl)-1-methylpiperidin-2-one FC(OC=1N(N=C2N=C(C=CC21)C2=C(C=C(C=C2C)C(F)(F)F)O)[C@@H]2CCC(N(C2)C)=O)F |o1:24|